C(CCCCCCCC)(=O)OCC(COC(CCCCCCCC)=O)OC(NC1=C2N=CN(C2=NC(=N1)F)[C@@H]1O[C@@]([C@H](C1)O)(CO)C#C)=O 2-(((9-((2R,4S,5R)-5-ethynyl-4-hydroxy-5-(hydroxymethyl)tetrahydrofuran-2-yl)-2-fluoro-9H-purin-6-yl)carbamoyl)oxy)propane-1,3-diyl dinonanoate